[5-[3-chloro-6-fluoro-2-[2-(p-tolyl)ethyl]phenyl]-1,3-dimethyl-6-oxo-pyridazin-4-yl] methyl carbonate C(OC=1C(=NN(C(C1C1=C(C(=CC=C1F)Cl)CCC1=CC=C(C=C1)C)=O)C)C)(OC)=O